C(C1=CC=CC=C1)OC=1C=C(C=CC1)N1C2CN(CC1CC2)C(=O)OC(C)(C)C tert-butyl 8-(3-benzyloxyphenyl)-3,8-diazabicyclo[3.2.1]octane-3-carboxylate